C(C)(C)(C)OC(=O)N1CC=2N(CC1)N=C(C2)N 2-amino-6,7-dihydropyrazolo[1,5-a]pyrazine-5(4H)-carboxylic acid tert-butyl ester